Potassium (5R,6S)-6-((R)-1-hydroxyethyl)-3-((2-hydroxyethyl)thio)-7-oxo-4-thia-1-azabicyclo[3.2.0]hept-2-ene-2-carboxylate O[C@H](C)[C@@H]1[C@H]2SC(=C(N2C1=O)C(=O)[O-])SCCO.[K+]